NCC1=NC=C(C=N1)C(=O)NC1C(C(C1(C)C)OC1=CC(=C(C=C1)C#N)Cl)(C)C 2-(aminomethyl)-N-[3-(3-chloro-4-cyano-phenoxy)-2,2,4,4-tetramethyl-cyclobutyl]pyrimidine-5-carboxamide